FC(OC1=CC=C(OC2=NN(C=C2)C2CCN(CC2)C(=O)OC(C)(C)C)C=C1)(F)F tert-butyl 4-[3-[4-(trifluoromethoxy)phenoxy]pyrazol-1-yl]piperidine-1-carboxylate